N-(2-chloro-4-(trifluoromethyl)phenyl)-2-(2-cyclopropyl-6-ethyl-7-(4-(5-hydroxy-6-methylpyrimidine-4-carbonyl)piperazin-1-yl)-8-oxopyrido[2,3-b]pyrazin-5(8H)-yl)acetamide ClC1=C(C=CC(=C1)C(F)(F)F)NC(CN1C(=C(C(C=2C1=NC=C(N2)C2CC2)=O)N2CCN(CC2)C(=O)C2=NC=NC(=C2O)C)CC)=O